Bipyridine-6-carboxylic acid methyl ester COC(=O)C1=CC=CC(=N1)C1=NC=CC=C1